trichloromethylindole ClC(Cl)(Cl)C=1NC2=CC=CC=C2C1